The molecule is a cholanic acid conjugate anion. It has a role as a human metabolite. It is a conjugate base of a taurolithocholic acid. C[C@H](CCC(=O)NCCS(=O)(=O)[O-])[C@H]1CC[C@@H]2[C@@]1(CC[C@H]3[C@H]2CC[C@H]4[C@@]3(CC[C@H](C4)O)C)C